ethyl 1-(methyl((2-oxo-4-(o-tolyl)-2H-chromen-7-yl)methyl)carbamoyl)piperidine-2-carboxylate CN(C(=O)N1C(CCCC1)C(=O)OCC)CC1=CC=C2C(=CC(OC2=C1)=O)C1=C(C=CC=C1)C